Br.[Ag] silver, hydrobromide